S(=O)(C1=CC=C(C=C1)OCCOC1=C(C2=CC=CC=C2C=C1)C1=C(C=CC2=CC=CC=C12)OCCO)C1=CC=C(C=C1)OCCOC1=C(C2=CC=CC=C2C=C1)C1=C(C=CC2=CC=CC=C12)OCCO 2,2'-{sulfinylbis[(4,1-phenylene)oxyethane-2,1-diyloxy[1,1'-binaphthalene]-2',2-diyloxy]}di(ethan-1-ol)